N-(1-(cyclopentylmethyl)-6-(N-(1-methylcyclopropyl)sulfamoyl)-2,4-dioxo-1,4-dihydroquinazolin-3(2H)-yl)bicyclo[1.1.0]butane-1-carboxamide C1(CCCC1)CN1C(N(C(C2=CC(=CC=C12)S(NC1(CC1)C)(=O)=O)=O)NC(=O)C12CC2C1)=O